NS(=NC(CC1=C(C(=CC=C1C(C)C)F)C(C)C)=O)(=O)C=1SC=C(N1)C(C)(C)O N-(amino(4-(2-hydroxypropan-2-yl)thiazol-2-yl)(oxo)-λ6-sulfaneylidene)-2-(3-fluoro-2,6-diisopropylphenyl)acetamide